CC(C)(C(C(CC)C)C)O 2,3,4-trimethyl-2-hexanol